ClC1=CC(=C(O[C@H](C(=O)O)CC)C=C1)F (S)-2-(4-chloro-2-fluorophenoxy)butyric acid